FC(C1=CC=C(CNC2CC2)C=C1)(F)F N-(4-(trifluoromethyl)benzyl)cyclopropanamine